C(C)(C)(C)OC(=O)NC=1C(=C(C(=O)O)C=CN1)Cl 2-((tert-butyloxycarbonyl)amino)-3-chloroisonicotinic acid